tert-butyl 6-(6-chloropyridazin-3-yl)-2,6-diazaspiro[3.3]heptane-2-carboxylate ClC1=CC=C(N=N1)N1CC2(CN(C2)C(=O)OC(C)(C)C)C1